C(C)(C)(C)OC(=O)N[C@@H](CC(=O)OC(C)(C)C)CI tert-butyl (S)-3-((tert-butoxycarbonyl)amino)-4-iodobutanoate